4-(pyridin-4-ylmethyl)-1H-pyrazole-1-carboxylic acid tert-butyl ester C(C)(C)(C)OC(=O)N1N=CC(=C1)CC1=CC=NC=C1